5-(3-chloro-5-methylphenyl)pyridin ClC=1C=C(C=C(C1)C)C=1C=CC=NC1